COP(OC)=O.C=CC propylene dimethylphosphonate